C(=O)C=1C=NN(C1)C1CC2(CN(C2)C(=O)OC(C)(C)C)C1 tert-Butyl 6-(4-formyl-1H-pyrazol-1-yl)-2-azaspiro[3.3]heptane-2-carboxylate